FC1=CC2=C(C=N1)C(=CN2)C=O 6-FLUORO-1H-PYRROLO[3,2-C]PYRIDINE-3-CARBALDEHYDE